4,5-Diamino-2-cyclopropyl-N-(4-(trifluoromethoxy)phenyl)benzenesulfonamide NC1=CC(=C(C=C1N)S(=O)(=O)NC1=CC=C(C=C1)OC(F)(F)F)C1CC1